2-Amino-9-((2R,3S,4S,5R)-4-fluoro-3-hydroxy-5-(hydroxymethyl)tetrahydrofuran-2-yl)-7-(3-hydroxybenzyl)-7,9-dihydro-8H-purin-8-on NC1=NC=C2N(C(N(C2=N1)[C@@H]1O[C@@H]([C@H]([C@H]1O)F)CO)=O)CC1=CC(=CC=C1)O